cyclohexanol lead [Pb].C1(CCCCC1)O